6-(1H-benzo[d]imidazol-2-yl)-N-(1-(2-(pyridin-2-ylamino)pyrimidine-4-carbonyl)pyrrolidin-3-yl)pyridine N1C(=NC2=C1C=CC=C2)C2=CC=CCN2C2CN(CC2)C(=O)C2=NC(=NC=C2)NC2=NC=CC=C2